N-(2-cyano-1H-pyrrolo[3,2-c]pyridin-6-yl)cyclopropanecarboxamide C(#N)C1=CC=2C=NC(=CC2N1)NC(=O)C1CC1